N1=CC(=CC=C1)S(=O)(=O)N1C(=C(C=C1)C#N)Br 1-(3-pyridylsulfonyl)-2-bromo-1H-pyrrole-3-nitrile